N-[1-[3-(difluoromethanesulfonamido)phenyl]cyclopropyl]-1-(6-ethoxypyrazin-2-yl)pyrazole-4-carboxamide FC(S(=O)(=O)NC=1C=C(C=CC1)C1(CC1)NC(=O)C=1C=NN(C1)C1=NC(=CN=C1)OCC)F